Cl.CC1=C(C(=CC=C1)C)C1(NN(C2=NC(=NC=C21)NC2=NC=C(C=C2)N2CCNCC2)C)N 3-(2,6-dimethylphenyl)-1-methyl-N6-(5-(piperazin-1-yl)pyridin-2-yl)-1H-pyrazolo[3,4-d]pyrimidine-3,6-diamine hydrochloride